C1OC2=C(O1)C=C(C=C2)[N+](=O)[O-] 1,2-(methylenedioxy)-4-nitrobenzene